C1(CC1)C1=NC2=CC=CC=C2C(=C1)C1=CC=C(C=C1)F cyclopropyl-4-(4-fluorophenyl)quinoline